ClC=1N=C(C2=C(N1)N(C(C2(C)C)=O)C2=CC(=C(C=C2)N2C[C@@H](O[C@@H](C2)C)C)F)Cl 2,4-dichloro-7-(4-((2S,6R)-2,6-dimethylmorpholino)-3-fluorophenyl)-5,5-dimethyl-5,7-dihydro-6H-pyrrolo[2,3-d]pyrimidin-6-one